4-nitro-6-bromoaniline [N+](=O)([O-])C1=CC=C(N)C(=C1)Br